BrC1=CC(=C(S1)C(=O)N1C[C@H](CC1)NC(OC(C)(C)C)=O)OC(F)(F)F tert-butyl (S)-(1-(5-bromo-3-(trifluoromethoxy)thiophene-2-carbonyl)pyrrolidin-3-yl)carbamate